methyl (1r,4R)-4-(3-chloro-2-fluoroanilino)-6'-{(2R)-3-[(4-methoxyphenyl)methoxy]-2-methylpropyl}-6',7'-dihydro-2'H-spiro[cyclohexane-1,5'-indeno[5,6-d][1,3]dioxole]-4-carboxylate ClC=1C(=C(NC2(CCC3(C(CC4=CC=5OCOC5C=C34)C[C@H](COCC3=CC=C(C=C3)OC)C)CC2)C(=O)OC)C=CC1)F